CN(C(=O)C1=CC2=C(N=CS2)C=C1)C N,N-dimethyl-benzo[d]thiazole-6-carboxamide